CC1CCC(NC1)C=1C=CC2=C(CC(O2)C)C1 5-methyl-2-(2-methyl-2,3-dihydrobenzofuran-5-yl)piperidine